C(=NN)(N)N[N+](=O)[O-] nitroaminoguanidine